C(C)N1N=NC2=C1C=C(C=C2)C2=CNC=1N=C(N=CC12)NC1=CC(=CC=C1)N1CCN(CC1)C 5-(1-ethyl-1H-benzo[d][1,2,3]triazol-6-yl)-N-(3-(4-methylpiperazin-1-yl)phenyl)-7H-pyrrolo[2,3-d]pyrimidin-2-amine